tert-butyl 2-(2-(2-(4-(2-(((5r,8r)-4-(benzyloxy)-3-mesityl-2-oxo-1-oxaspiro[4.5]dec-3-en-8-yl)oxy)ethyl)piperazin-1-yl)ethoxy)ethoxy)acetate C(C1=CC=CC=C1)OC1=C(C(OC12CCC(CC2)OCCN2CCN(CC2)CCOCCOCC(=O)OC(C)(C)C)=O)C2=C(C=C(C=C2C)C)C